N-dodecyl-N-(2-methoxyethyl)acetamide CCCCCCCCCCCCN(CCOC)C(=O)C